[K].[Na].[Na].C=CC Propylene Sodium Sodium Potassium